ClC=1C=C(C=C(C1)C(F)(F)F)C1=NNC=N1 3-(3-chloro-5-(trifluoromethyl)phenyl)-1H-1,2,4-triazole